methyl 8-((5-amino-3-bromo-7-(butylamino)-1H-pyrazolo[4,3-d]pyrimidin-1-yl)methyl)quinoline-5-carboxylate NC=1N=C(C2=C(N1)C(=NN2CC2=CC=C(C=1C=CC=NC21)C(=O)OC)Br)NCCCC